CC1=CC=C(C=C1)C(C)C 1-methyl-4-propan-2-ylbenzene